7-Methyl-N-(3-(((7-(1-(tetrahydro-2H-pyran-2-yl)-1H-pyrazol-4-yl)-2,3-dihydrofuro[3,2-c]pyridin-4-yl)amino)methyl)phenyl)-5,6,7,8-tetrahydro-1,7-naphthyridine-3-carboxamide CN1CCC=2C=C(C=NC2C1)C(=O)NC1=CC(=CC=C1)CNC1=NC=C(C2=C1CCO2)C=2C=NN(C2)C2OCCCC2